CC(C)(C)[S@@](=O)N[C@@H]1CCCC=2N(C3=CC=CC=C3C12)S(=O)(=O)C (R)-2-methyl-N-((R)-9-methanesulfonyl-2,3,4,9-tetrahydro-1H-carbazol-4-yl)propane-2-sulfinamide